C(C)(C)(C)OC(=O)N(C(OCC1=CC=CC=C1)=O)C1=CC(=NN1C(C)(C)C)[C@H]1OC[C@@H]([C@H]1F)O |o1:30,31| benzyl (tert-butoxycarbonyl)(1-(tert-butyl)-3-((2R,3R*,4S*)-3-fluoro-4-hydroxytetrahydrofuran-2-yl)-1H-pyrazol-5-yl)carbamate